N6-[(2R)-2-amino-2-phenyl-ethyl]-N4-(2,2-dimethylpropyl)-1-methyl-pyrazolo[3,4-d]pyrimidine-4,6-diamine N[C@@H](CNC1=NC(=C2C(=N1)N(N=C2)C)NCC(C)(C)C)C2=CC=CC=C2